N1C=C(C2=CC=CC=C12)CCN(CC=C)CC=C N-[2-(1H-indol-3-yl)ethyl]-N-prop-2-enyl-prop-2-en-1-amine